C(C)(C)(C)OC(N([C@@H]1CN(CC1)C1=NC=C(C=C1)B1OC(C(O1)(C)C)(C)C)C)=O.CON[SiH3] methoxyaminosilane tert-butyl-(S)-methyl(1-(5-(4,4,5,5-tetramethyl-1,3,2-dioxaborolan-2-yl)pyridin-2-yl)pyrrolidin-3-yl)carbamate